C(C=C)OC=1C=C(CO)C=C(C1)OCC=C 3,5-dialloxybenzyl alcohol